NC1CCN(CC1)C1=CC(=NC(=N1)S(=O)(=O)C)NC1=CC(=C(C=C1)F)Br 6-(4-aminopiperidin-1-yl)-N-(3-bromo-4-fluorophenyl)-2-(methylsulfonyl)pyrimidin-4-amine